5-amino-3-cyano-4-(3-hydroxy-2-methylphenyl)-1-methyl-1H-indazole-6-carboxamide NC=1C(=C2C(=NN(C2=CC1C(=O)N)C)C#N)C1=C(C(=CC=C1)O)C